C(CCC)C=1N(C(C(=C(N1)C)CC(=O)OC)=O)CC1=CN(C2=CC=CC=C12)C1=C(C=CC=C1)S(N(COC)C1=NOC(=C1C)C)(=O)=O methyl 2-(2-butyl-1-((1-(2-(N-(4,5-dimethylisoxazol-3-yl)-N-(methoxymethyl)sulfamoyl)phenyl)-1H-indol-3-yl)methyl)-4-methyl-6-oxo-1,6-dihydropyrimidin-5-yl)acetate